C(C)(C)C1=NC=C(C=N1)C(=O)NC=1C(=NC=CC1C1=CC=CC=C1)C1NCCC1 2-isopropyl-N-(4-phenyl-2-pyrrolidin-2-yl-3-pyridyl)pyrimidine-5-carboxamide